N(=[N+]=[N-])CCCCCCN=[N+]=[N-] 1,6-diazido-hexane